FC1=C(C=CC(=C1)F)C1=CC(=C(C=C1)O)C(=O)Cl 2',4'-difluoro-4-hydroxy-[1,1'-biphenyl]-3-carbonyl chloride